4-(but-3-yn-1-ylamino)-N-(quinolin-8-yl)picolinamide C(CC#C)NC1=CC(=NC=C1)C(=O)NC=1C=CC=C2C=CC=NC12